COC(C=1C(C(=O)OC)=CC(=C(C1)C(=O)OC)C(=O)OC)=O Tetramethyl-pyromellitic acid